NC1=NC(N(C=N1)[C@@H]1O[C@@H]([C@H]([C@H]1O)O)CO)=O 4-amino-1-((2R,3R,4S,5R)-3,4-dihydroxy-5-(hydroxymethyl)tetrahydrofuran-2-yl)-1,3,5-triazin-2(1H)-one